N-hydroxy-5-(4-(methyl-(2-oxo-2H-chromen-4-yl)amino)phenyl)pentanamide ONC(CCCCC1=CC=C(C=C1)N(C1=CC(OC2=CC=CC=C12)=O)C)=O